2-(5-{cyclopropyl[(1R,2R,3S,5S)-2-fluoro-8-azabicyclo[3.2.1]octan-3-yl]amino}pyrazin-2-yl)-5-(6-methoxypyridazin-4-yl)phenol C1(CC1)N(C=1N=CC(=NC1)C1=C(C=C(C=C1)C1=CN=NC(=C1)OC)O)[C@@H]1[C@@H]([C@H]2CC[C@@H](C1)N2)F